O1CC(C1)N1N=CC=C1 1-(oxetan-3-yl)-1H-pyrazol